heptamethyl-epoxycyclohexyl-ethyl-cyclotetrasiloxane CC1(C(C(C2(C(C1)(O2)[Si]2(O[SiH2]O[SiH2]O[SiH2]O2)CC)C)(C)C)(C)C)C